ClC=1C=C(C=C(C1)C(F)(F)F)C1=C(N(N=C1C(F)(F)F)C1=NN(C=C1)CC(F)F)N 4-[3-chloro-5-(trifluoromethyl)phenyl]-2-[1-(2,2-difluoroethyl)pyrazol-3-yl]-5-(trifluoromethyl)pyrazol-3-amine